[Y].C(C(=O)O)(=O)O oxalic acid yttrium